mono-3-butynyl oxalate C(C(=O)[O-])(=O)OCCC#C